3-(1H-imidazol-1-yl)-1-(4-(3-isopropyl-2-(1H-pyrazolo[3,4-b]pyridin-4-yl)-1H-indol-5-yl)piperidin-1-yl)propan-1-one N1(C=NC=C1)CCC(=O)N1CCC(CC1)C=1C=C2C(=C(NC2=CC1)C1=C2C(=NC=C1)NN=C2)C(C)C